CS(=O)(=O)C=1C=CC2=C(N=C(O2)C2(CCNCC2)C)C1 5-(methylsulfonyl)-2-(4-methylpiperidin-4-yl)-1,3-benzoxazole